(1R,3S)-3-(3-((4-(4-methyl-1H-pyrazol-1-yl)pyridin-2-yl)amino)-1H-pyrazol-5-yl)cyclopentyl isopropyl-carbamate C(C)(C)NC(O[C@H]1C[C@H](CC1)C1=CC(=NN1)NC1=NC=CC(=C1)N1N=CC(=C1)C)=O